2,5-dichloropentanal ClC(C=O)CCCCl